1-(2,2-difluoroethyl)piperidin FC(CN1CCCCC1)F